3,3'-dimethylbiphenyl-4,4'-dicarboxaldehyde CC=1C=C(C=CC1C=O)C1=CC(=C(C=C1)C=O)C